NC1=NC(=NN2C1=NC=C2C(O)C2C(CNCC2)C)O[C@@H](C)CCC (4-amino-2-(((S)-pent-2-yl)oxy)imidazo[2,1-f][1,2,4]Triazin-7-yl)(3-methylpiperidin-4-yl)methanol